C(C)(C)C1=C(C=CC=C1)C1=NC(=C(C2=C1N=CN2C)C=C)N 4-(2-isopropylphenyl)-1-methyl-7-vinyl-1H-imidazo[4,5-c]pyridin-6-amine